tert-butyl N-[(1S)-1-{[(1S,2S)-2-methyl-1-(methylcarbamoyl)butyl]carbamoyl}-4-(2-nitro-1H-imidazol-1-yl)butyl]carbamate C[C@H]([C@@H](C(NC)=O)NC(=O)[C@H](CCCN1C(=NC=C1)[N+](=O)[O-])NC(OC(C)(C)C)=O)CC